8-(7-(difluoromethyl)-6-(1-methyl-1H-pyrazol-4-yl)-3,4-dihydroquinolin-1(2H)-yl)-N-methyl-6-(piperidin-4-yl)-3,4-dihydroisoquinoline-2(1H)-carboxamide FC(C1=C(C=C2CCCN(C2=C1)C=1C=C(C=C2CCN(CC12)C(=O)NC)C1CCNCC1)C=1C=NN(C1)C)F